CC=1C=CC=2N(C3=CC=C(C=C3C2C1)C)CCCCP(O)(O)=O [4-(3,6-Dimethyl-9H-carbazol-9-yl)butyl]phosphonic acid